2-(2-fluoro-4-((2S,4S)-4-hydroxypyrrolidin-2-yl)phenyl)-N-(1-methylpiperidin-4-yl)benzo[d]imidazo[2,1-b]thiazole-7-carboxamide FC1=C(C=CC(=C1)[C@H]1NC[C@H](C1)O)C=1N=C2SC3=C(N2C1)C=CC(=C3)C(=O)NC3CCN(CC3)C